O[C@@H](C(=O)OC)CC=C methyl (2R)-2-hydroxypent-4-enoate